4-(2-(6-(4-bromo-2,6-dichlorophenyl)-4-methyl-1,1-dioxido-1,2,6-thiadiazinan-2-yl)acetamido)adamantan-1-carboxamide BrC1=CC(=C(C(=C1)Cl)N1CC(CN(S1(=O)=O)CC(=O)NC1C2CC3(CC(CC1C3)C2)C(=O)N)C)Cl